BrC=1C=C2C(=CC=C(C2=CC1)N1CC=2N(CC1)C(N(N2)C)=O)F 7-(6-bromo-4-fluoro-1-naphthyl)-2-methyl-6,8-dihydro-5H-[1,2,4]triazolo[4,3-a]pyrazin-3-one